C(C)(C)(C)OC(=O)N[C@H](CCCCN)C(=O)OC Methyl (tert-butoxycarbonyl)-D-lysinate